OCC(C(C)(C)C)NC(OC(C)(C)C)=O tert-butyl N-[1-(hydroxymethyl)-2,2-dimethyl-propyl]carbamate